S1N=C(C2=C1C=CC=C2)N2CCN(CC2)C=2C=C1CN(C(C1=CC2)=O)[C@H](C(=O)NC(CC(=O)O)C(CF)=O)CC 3-((S)-2-(5-(4-(benzo[d]isothiazol-3-yl)piperazin-1-yl)-1-oxoisoindolin-2-yl)butaneamido)-5-fluoro-4-oxopentanoic acid